N-(5-cyclopropyl-6-(4-ethynyl-2-hydroxyphenyl)pyridazin-3-yl)-2-((2,2,2-trifluoroethyl)amino)acetamide C1(CC1)C=1C=C(N=NC1C1=C(C=C(C=C1)C#C)O)NC(CNCC(F)(F)F)=O